C[C@H]\\1C/C=C/[C@H]2[C@@H](C(=C([C@@H]3[C@@]2(C(=O)/C=C\\[C@@H]([C@@H](/C(=C1)/C)O)O)C(=O)N[C@H]3CC4=CNC5=CC=CC=C54)C)C)O The molecule is a cytochalasan alkaloid found in Chaetomium globosum. It has a role as a Chaetomium metabolite and an antineoplastic agent. It is a cytochalasan alkaloid, a member of indoles and a macrocycle.